tert-butyl (E)-3-(3-methoxy-3-(4-(trifluoromethyl)phenyl)prop-1-en-1-yl)pyrrolidine-1-carboxylate COC(/C=C/C1CN(CC1)C(=O)OC(C)(C)C)C1=CC=C(C=C1)C(F)(F)F